3-bromo-2,4-difluoro-benzenepentanoic acid BrC=1C(=C(C=CC1F)CCCCC(=O)O)F